FC=1C=CC=C2C(CCNC12)=CC#N 2-(8-fluoro-1,2,3,4-tetrahydroquinolin-4-ylidene)acetonitrile